C(C)OC=1C=2N(C=C(N1)C(=O)OC1=CC=CC=C1)C=C(N2)C2COCCC2 Phenyl 8-ethoxy-2-(tetrahydro-2H-pyran-3-yl)imidazo[1,2-a]pyrazine-6-carboxylate